NC=1C2=C(N=C(N1)C=1N=C(C=3N(C1)C=CN3)CC3=C(C=CC=C3)F)NC(C2(C)C2=CC(=C(C=C2)C(F)(F)F)O)=O 4-Amino-2-{8-[(2-fluorophenyl)methyl]imidazo[1,2-a]pyrazin-6-yl}-5-(3-hydroxy-4-(trifluoromethyl)phenyl)-5-methyl-5,7-dihydro-6H-pyrrolo[2,3-d]pyrimidin-6-one